C=[Cu]=C bis-carbene copper